ClC=1C=CC(=C(C1)C1=C(C=NN1COCC[Si](C)(C)C)[N+](=O)[O-])OC(F)F 5-(5-chloro-2-difluoromethoxyphenyl)-4-nitro-1-(2-trimethylsilylethoxymethyl)-1H-pyrazole